FC(C=1C=CC(=NC1)NC(=O)N1C2CC(C3=CC(=C(N=C13)C=O)CN1C(CN(CC1)C)=O)(C2)F)(F)F N-(5-(trifluoromethyl)pyridin-2-yl)-4-fluoro-7-formyl-6-((4-methyl-2-oxopiperazin-1-yl)methyl)-3,4-dihydro-2,4-methylene-1,8-naphthyridine-1(2H)-carboxamide